5-({1-[6-chloro-2-oxo-7-(pyridin-2-ylmethoxy)-1,2-dihydroquinolin-3-yl]ethyl}amino)-1-methyl-6-oxo-1,6-dihydropyridine-2-carbonitrile ClC=1C=C2C=C(C(NC2=CC1OCC1=NC=CC=C1)=O)C(C)NC1=CC=C(N(C1=O)C)C#N